7-fluoroindane-1-carboxylic acid FC=1C=CC=C2CCC(C12)C(=O)O